7-(benzylthio)-5-chloro-1-tosyl-1H-indole-2-carbonitrile C(C1=CC=CC=C1)SC=1C=C(C=C2C=C(N(C12)S(=O)(=O)C1=CC=C(C)C=C1)C#N)Cl